3-phenylseleno-2-(4-chlorophenyl)-4H-chromone C1(=CC=CC=C1)[Se]C1=C(OC2=CC=CC=C2C1=O)C1=CC=C(C=C1)Cl